[Li+].[O-2].[Zr+4].[La+3].[Li+] lithium lanthanum zirconium oxide lithium salt